N-(4-bromo-2,5-difluorophenyl)-5-(3-fluoropyridin-2-yl)-1H-pyrrole-3-sulfonamide BrC1=CC(=C(C=C1F)NS(=O)(=O)C1=CNC(=C1)C1=NC=CC=C1F)F